C(C)OCCOCC=1C=NC=2N(C1)C(=C(N2)C2=NC(=NN2)C(F)(F)F)C2=CN=CN2 5-{6-[(2-ethoxyethoxy)methyl]-3-(1H-imidazol-5-yl)imidazo[1,2-a]pyrimidin-2-yl}-3-(trifluoromethyl)-1H-1,2,4-triazole